(R)-1-Methyl-6-oxopiperidin-3-yl (8-amino-7-fluoro-6-(8-methyl-2,3-dihydro-1H-pyrido[2,3-b][1,4]oxazin-7-yl)isoquinolin-3-yl)carbamate NC=1C(=C(C=C2C=C(N=CC12)NC(O[C@H]1CN(C(CC1)=O)C)=O)C1=C(C2=C(OCCN2)N=C1)C)F